N-(pyridin-2-ylmethyl)-5-(4-(5-(((4-(trifluoromethyl)pyridin-2-yl)methyl)carbamoyl)-1,3,4-thiadiazol-2-yl)butyl)-1,3,4-thiadiazole-2-carboxamide N1=C(C=CC=C1)CNC(=O)C=1SC(=NN1)CCCCC=1SC(=NN1)C(NCC1=NC=CC(=C1)C(F)(F)F)=O